C[C@@H]1[C@@H](CCC1)NC(O[C@H]1C[C@H](CC1)C1=CC(=NN1)NC(CC1=CC=NO1)=O)=O (1R,3S)-3-{3-[(1,2-oxazol-5-ylacetyl)amino]-1H-pyrazol-5-yl}cyclopentyl [(1R,2S)-2-methylcyclopentyl]carbamate